8-(Cyclopentyl-2,2,3,3,4,4,5,5-d8)-N-(3-fluoro-5-(1-(4-fluorophenyl)-1H-pyrazol-4-yl)benzyl)-7H-purine-6-carboxamide C1(C(C(C(C1([2H])[2H])([2H])[2H])([2H])[2H])([2H])[2H])C1=NC2=NC=NC(=C2N1)C(=O)NCC1=CC(=CC(=C1)C=1C=NN(C1)C1=CC=C(C=C1)F)F